tert-butyl (2-(6-chloro-7-fluoro-2,3-dihydro-4H-benzo[b][1,4]oxazin-4-yl)-2-oxoethyl)carbamate ClC1=CC2=C(OCCN2C(CNC(OC(C)(C)C)=O)=O)C=C1F